N1=CC=CC=2CCCC(C12)NCCCCN N'-(5,6,7,8-tetrahydroquinoline-8-yl)butane-1,4-diamine